FC(C(=O)O)(F)F.ClC=1C=C(C(=C(C1)C1(CCCC1)S(=O)(=O)N)F)C=1C(=NN(C1)C1=CC=C(C=C1)N1CCNCC1)C1=CC=NC=C1 (5-chloro-2-fluoro-3-{1-[4-(piperazin-1-yl)phenyl]-3-(pyridin-4-yl)pyrazol-4-yl}phenyl)cyclopentanesulfonamide trifluoroacetic acid salt